CC(C#CC1=CC2=C(OC[C@@H](C(N2C)=O)NC(C2=NC=CC(=C2)OC=2C=NC=C(C2)F)=O)C=C1)(C)C (S)-N-(7-(3,3-dimethylbut-1-yn-1-yl)-5-methyl-4-oxo-2,3,4,5-tetrahydrobenzo[b][1,4]oxazepin-3-yl)-4-((5-fluoropyridin-3-yl)oxy)picolinamide